CC12C(CC(CC1)C2(C)C)N 1,7,7-trimethylnorbornan-2-amine